N-(tetrahydro-2H-thiopyran-4-yl)-5-(3-(trifluoromethyl)phenyl)-N-(2-((trimethylsilyl)oxy)ethyl)furan-2-carboxamide S1CCC(CC1)N(C(=O)C=1OC(=CC1)C1=CC(=CC=C1)C(F)(F)F)CCO[Si](C)(C)C